(3,5-Dimethyl-2-(2-(4-methylpiperazin-1-yl)ethoxy)benzyl)benzoic acid dihydrochloride Cl.Cl.CC=1C(=C(CC2=C(C(=O)O)C=CC=C2)C=C(C1)C)OCCN1CCN(CC1)C